FC1=C(OC2=C(C(=O)N)C=C(C(=C2)C2=NN=CN2C)C)C=CC(=C1)OCCCN1C(OCC1)=O 2-[2-fluoro-4-[3-(2-oxooxazolidin-3-yl)propoxy]phenoxy]-5-methyl-4-(4-methyl-1,2,4-triazol-3-yl)benzamide